ClC=1C=C(C=CC1)N[C@H](CC(C)C)C(=O)N1[C@H]2CC([C@@H]([C@@H]1C(=O)N[C@@H](C[C@@H]1C(NCCC1)=O)C#N)CC2)(F)F (1R,3R,4R)-2-((3-chlorophenyl)-D-leucyl)-N-((S)-1-cyano-2-((R)-2-oxopiperidin-3-yl)ethyl)-5,5-difluoro-2-azabicyclo[2.2.2]octane-3-carboxamide